1-(4-{6-Bromo-7-[(1-ethylpiperidin-4-yl)amino]-3H-imidazo[4,5-b]pyridin-2-yl}phenyl)-1,4-diazepan-5-one BrC=1C(=C2C(=NC1)NC(=N2)C2=CC=C(C=C2)N2CCNC(CC2)=O)NC2CCN(CC2)CC